N-(2-(3-chloro-1-(3-(dimethylamino)cyclobutyl)-1H-pyrazol-4-yl)pyrimidin-4-yl)-5-isopropyl-8-((2R,3S)-2-methyl-3-((methylsulfonyl)methyl)azetidin-1-yl)isoquinolin-3-amine ClC1=NN(C=C1C1=NC=CC(=N1)NC=1N=CC2=C(C=CC(=C2C1)C(C)C)N1[C@@H]([C@H](C1)CS(=O)(=O)C)C)C1CC(C1)N(C)C